N-[2,3-difluoro-4-[[(2S)-tetrahydrofuran-2-yl]methoxy]phenyl]-6-[(3S)-pyrrolidin-3-yl]oxy-pyrido[3,2-d]pyrimidin-4-amine FC1=C(C=CC(=C1F)OC[C@H]1OCCC1)NC=1C2=C(N=CN1)C=CC(=N2)O[C@@H]2CNCC2